5,5'-((10H-phenoxazine-3,7-diyl)-bis-(ethane-2,1-diyl))-bis-(benzene-1,2,3-triol) C1=CC(=CC=2OC3=CC(=CC=C3NC12)CCC=1C=C(C(=C(C1)O)O)O)CCC=1C=C(C(=C(C1)O)O)O